5-Fluoro-6-((7-methoxy-6-(2-methoxyethoxy)-1,5-naphthyridin-4-yl)oxy)pyridin-3-amine FC=1C=C(C=NC1OC1=CC=NC2=CC(=C(N=C12)OCCOC)OC)N